C(C)OS(=O)(=O)C1=CC=C(C=C1)CC(=O)NC1=CC=C(C=C1)C1=NC2=C(N1[C@@H](C)C1=CC=C(C=C1)F)C=C(C=C2)C(F)(F)F (S)-2-(4-(ethylsulfo)phenyl)-N-(4-(1-(1-(4-fluorophenyl)ethyl)-6-(trifluoromethyl)-1H-benzo[d]imidazol-2-yl)phenyl)acetamide